2-(4-fluorophenyl)benzofuran-6-ol FC1=CC=C(C=C1)C=1OC2=C(C1)C=CC(=C2)O